FC1=CC=C(C=C1)[C@@H]1N(CCC2=CC=CC=C12)C=O ((S)-1-(4-fluorophenyl)-3,4-dihydroisoquinoline-2(1H)-yl)methanone